C(C)(C)(C)OC(=O)NC1(CN(CCC1CO)C(=O)OCC1=CC=CC=C1)C benzyl 3-((tert-butoxycarbonyl) amino)-4-(hydroxymethyl)-3-methylpiperidine-1-carboxylate